dibromo-2,2',6,6'-tetrakis(3,5-di-t-butylphenyl)-9,9'-bianthracene BrC=1C(=C(C2=C(C3=CC=C(C=C3C=C2C1)C1=CC(=CC(=C1)C(C)(C)C)C(C)(C)C)C=1C2=CC=C(C=C2C=C2C=CC(=CC12)C1=CC(=CC(=C1)C(C)(C)C)C(C)(C)C)C1=CC(=CC(=C1)C(C)(C)C)C(C)(C)C)Br)C1=CC(=CC(=C1)C(C)(C)C)C(C)(C)C